NC1(CCN(CC1)C1=NC(=C2C(=N1)NN=C2C2=C(C(=CC=C2)Cl)Cl)C#N)C=2C=NC(=CC2)Cl 6-(4-Amino-4-(6-chloropyridin-3-yl)piperidin-1-yl)-3-(2,3-dichlorophenyl)-1H-pyrazolo[3,4-d]pyrimidine-4-carbonitrile